COC(C1=CC(=C(C=C1)CC)NC(=O)C1=CN=C(O1)C1=CC=CC=C1)=O 4-Ethyl-3-[(2-phenyl-1,3-oxazole-5-carbonyl)amino]benzoic acid methyl ester